2-Methyl-6-piperidin-4-yl-4-(2-trifluoromethylbenzyl)-2,4,6,7-tetrahydro-pyrazolo[4,3-d]pyrimidin-5-one CN1N=C2C(N(C(N(C2)C2CCNCC2)=O)CC2=C(C=CC=C2)C(F)(F)F)=C1